2-(4-cyclopropyl-6-methoxypyrimidin-5-yl)-4-(1-(4-(1-ethyl-4-(trifluoromethyl)-1H-imidazol-2-yl)phenyl)ethyl)-6,7-dihydropyrazolo[1,5-a]pyrimidin-5(4H)-one C1(CC1)C1=NC=NC(=C1C1=NN2C(N(C(CC2)=O)C(C)C2=CC=C(C=C2)C=2N(C=C(N2)C(F)(F)F)CC)=C1)OC